4-((3-chlorobenzyl)amino)-6-(3,5-dimethylisoxazol-4-yl)-N-(6-methylpyridin-3-yl)quinazoline-2-carboxamide ClC=1C=C(CNC2=NC(=NC3=CC=C(C=C23)C=2C(=NOC2C)C)C(=O)NC=2C=NC(=CC2)C)C=CC1